C(CCCCOC=1C(=CC2=C(NC[C@H]3N(C2=O)CCC3)C1)OC)OC=1C(=CC3=C(NC[C@H]2N(C3=O)CCC2)C1)OC (11aS,11a'S)-8,8'-(pentane-1,5-diylbis(oxy))bis(7-methoxy-1,2,3,10,11,11a-hexahydro-5H-benzo[e]pyrrolo[1,2-a][1,4]diazepin-5-one)